(4-fluoro-2-((methylamino)methyl)phenyl)butanoic acid FC1=CC(=C(C=C1)C(C(=O)O)CC)CNC